nickel-chromium-nickel-aluminum-manganese-silicon [Si].[Mn].[Al].[Ni].[Cr].[Ni]